3-((2S,3S)-3-(fluoromethyl)-2-methylazetidine-1-carbonyl)-2-(3-methylpyrazin-2-yl)-5-(4-((s)-2,2,2-trifluoro-1-phenylethoxy)phenyl)pyrazolo[1,5-a]pyrimidin-7(4H)-one FC[C@@H]1[C@@H](N(C1)C(=O)C=1C(=NN2C1NC(=CC2=O)C2=CC=C(C=C2)O[C@H](C(F)(F)F)C2=CC=CC=C2)C2=NC=CN=C2C)C